COC(=O)C=1C=C2C=NNC2=CC1 indazole-5-carboxylic acid methyl ester